5-Chloro-N-[(3R)-1-cyclobutyl-3-piperidyl]oxazolo[4,5-b]pyridin-2-amine ClC1=CC=C2C(=N1)N=C(O2)N[C@H]2CN(CCC2)C2CCC2